2-[5-(4-fluorophenyl)-1,3,4-oxadiazol-2-yl]propane-2-sulfonamide FC1=CC=C(C=C1)C1=NN=C(O1)C(C)(C)S(=O)(=O)N